CN(C1=CC=CC=C1)[Si](C)(C)C(C)(C)C methyl-N-tert-butyldimethylsilyl-aniline